(4-(2,6-difluorobenzyl)piperazin-1-yl)(7-(3,4-dimethoxyphenyl)pyrazolo[1,5-a]pyrimidin-2-yl)methanone FC1=C(CN2CCN(CC2)C(=O)C2=NN3C(N=CC=C3C3=CC(=C(C=C3)OC)OC)=C2)C(=CC=C1)F